1-[3-acetyl-6-[5-[(2-oxo-1-piperidinyl)methyl]benzimidazol-1-yl]-2-pyridinyl]-5-methyl-pyrazol-3-carbonitrile C(C)(=O)C=1C(=NC(=CC1)N1C=NC2=C1C=CC(=C2)CN2C(CCCC2)=O)N2N=C(C=C2C)C#N